[Li+].ClC=1C=C(C=CC1C)NC(NCC=1C(=C(C(=O)[O-])C=CC1)[N+](=O)[O-])=O ((3-(3-chloro-4-methylphenyl)ureido)methyl)-2-nitrobenzoic acid lithium salt